5-(4-methoxyphenyl)pyrazolo[1,5-a]Pyrimidine-3-carboxylic acid ethyl ester C(C)OC(=O)C=1C=NN2C1N=C(C=C2)C2=CC=C(C=C2)OC